N-[5-(2,6-difluoro-4-methoxyphenyl)-2-[6-(4-methanesulfonylpiperazin-1-yl)-3-(trifluoromethyl)pyridin-2-yl]-1-methyl-3-oxo-2,3-dihydro-1H-pyrazol-4-yl]-4-(difluoromethoxy)benzamide FC1=C(C(=CC(=C1)OC)F)C1=C(C(N(N1C)C1=NC(=CC=C1C(F)(F)F)N1CCN(CC1)S(=O)(=O)C)=O)NC(C1=CC=C(C=C1)OC(F)F)=O